The molecule is a long-chain aldehyde that is octadecanal in which one of the hydrogens at position 2 is replaced by a hydroxy group. It is a long-chain fatty aldehyde and a secondary alcohol. CCCCCCCCCCCCCCCCC(C=O)O